1,3-BIS(4'-Aminophenoxy)benzene NC1=CC=C(OC2=CC(=CC=C2)OC2=CC=C(C=C2)N)C=C1